BrC1=CC=C(C(=C1C=O)OC)OC 6-bromo-2,3-dimethoxybenzaldehyde